N,N'-diisopropyl-O-methylisourea C(C)(C)NC(OC)=NC(C)C